C1(CC1)C1=CN(C2=NC=CC(=C21)OC2=C(C=C(N)C=C2F)F)COCC[Si](C)(C)C 4-[(3-cyclopropyl-1-{[2-(trimethylsilyl)ethoxy]methyl}-1H-pyrrolo[2,3-b]pyridin-4-yl)oxy]-3,5-difluoroaniline